chromium (III) oxide [O-2].[Cr+3].[O-2].[O-2].[Cr+3]